CN(C)CCCCCCCCCCCCCCCC N,N-dimethyl-1-hexadecylamine